FC=1C=C(C=CC1)C1=CC2=C(N(C(=N2)NC2=CC=C(C(=O)NO)C=C2)CCOC)C=C1 4-(5-(3-Fluorophenyl)-1-(2-methoxyethyl)-1H-benzo[d]imidazol-2-ylamino)-N-hydroxybenzoamide